tert-butyl (2-((4-(3-(1-methyl-1H-pyrazol-3-yl)phenyl)thiazol-2-yl)amino)-2-oxoethyl)carbamate CN1N=C(C=C1)C=1C=C(C=CC1)C=1N=C(SC1)NC(CNC(OC(C)(C)C)=O)=O